CC1=C(C2=CC=CC=C2C=C1)N 2-methyl-1-naphthylamine